CC1(NC(=NC(=C1)C)NC=1C=C(C2=C(OCCO2)C1)OCCCN1CCCC1)N 4,6-dimethyl-N2-[5-(3-pyrrolidin-1-ylpropoxy)-2,3-dihydro-1,4-benzodioxin-7-yl]pyrimidine-2,4-diamine